1-(2-hydroxyethyl)pyrrolidine OCCN1CCCC1